Tert-butyl [(3R,6S)-6-(2-amino-2-oxoethyl)tetrahydro-2H-pyran-3-yl]carbamate NC(C[C@@H]1CC[C@H](CO1)NC(OC(C)(C)C)=O)=O